2-butyl-4-methyl-4-(selenocyanatomethyl)isoquinoline-1,3(2H,4H)-dione C(CCC)N1C(C2=CC=CC=C2C(C1=O)(C[Se]C#N)C)=O